P(=O)(O)(O)O.C=1(C(=CC=CC1)C)C monoxylene phosphate